tributyl-benzenediol dimethyl-5,5'-(((tetrahydrofuran-2,5-diyl)bis(methylene))bis(oxy))bis(2-aminobenzoate) CC1=C(C(=C(C(=O)O)C=C1OCC1CCC(O1)COC=1C=CC(=C(C(=O)O)C1)N)N)C.C(CCC)C1=C(C(=C(C(=C1)O)O)CCCC)CCCC